CC1=C(C(=CC(=C1)OCC)C)P(C1=C(C=C(C=C1C)OCC)C)C1=C(C=C(C=C1C)OCC)C tri(2,6-dimethyl-4-ethoxyphenyl)-phosphine